C(CC(O)(C(=O)O)CC(=O)O)(=O)O.C=CC(O)(C)CCC=C(C)C linalool citrate